6-chloro-N-(4-chloro-5-methyl-isothiazol-3-yl)-1H-indole-3-sulfonamide ClC1=CC=C2C(=CNC2=C1)S(=O)(=O)NC1=NSC(=C1Cl)C